FC=1C=C(OC2=C3C(=NC=C2)N(C=C3C(\C=C\N(C)C)=O)S(=O)(=O)C3=CC=CC=C3)C=C(C1)F (E)-1-(4-(3,5-difluorophenoxy)-1-(phenylsulfonyl)-1H-pyrrolo[2,3-b]pyridin-3-yl)-3-(dimethylamino)prop-2-en-1-one